1-benzyl-N-(3-(6-(4-methylpiperazin-1-yl)-[1,2,4]Triazolo[4,3-b]Pyridazin-3-yl)propyl)piperidin-4-amine C(C1=CC=CC=C1)N1CCC(CC1)NCCCC1=NN=C2N1N=C(C=C2)N2CCN(CC2)C